1-[trans-4-cyanotetrahydropyran-3-yl]-3-[(2-hydroxy-8-methyl-1,2-benzoxaborinin-6-yl)amino]pyrazole-4-carboxamide C(#N)[C@H]1[C@@H](COCC1)N1N=C(C(=C1)C(=O)N)NC=1C=C(C2=C(C=CB(O2)O)C1)C